ClC1=C(C=CC(=C1)Cl)C[C@H](C[C@@H]([C@H](C(C)(C)C)O)N1N=CNC1=S)C 2-[(2R-4S,5S)-1-(2,4-dichlorophenyl)-5-hydroxy-2,6,6-trimethylheptan-4-yl]-2,4-dihydro-3H-1,2,4-triazole-3-thione